1-Ethyl-2-propylpiperidinium methansulfonat CS(=O)(=O)[O-].C(C)[NH+]1C(CCCC1)CCC